NC1=C(C(=C(OC=2C=CC(=C(C#N)C2)F)C(=C1C#C[Si](C)(C)C)F)F)F 5-[4-amino-2,3,6-trifluoro-5-(2-trimethylsilylethynyl)phenoxy]-2-fluoro-benzonitrile